2-(benzyl(2,2-difluoro-3-hydroxypropyl)amino)-1-(5-bromothiophen-2-yl)ethan-1-one C(C1=CC=CC=C1)N(CC(=O)C=1SC(=CC1)Br)CC(CO)(F)F